ClC=1C=C(CNCCC(=O)NCCCNC2=C3C=NNC3=CC(=C2)C=2N=COC2)C=CC1OC(F)(F)F 3-((3-chloro-4-(trifluoromethoxy)benzyl)amino)-N-(3-((6-(oxazol-4-yl)-1H-indazol-4-yl)amino)propyl)propanamide